NC1=NC(=C(C=C1C=1C=C2C=CNC(C2=C(C1)F)=O)C1=CC=C(C=C1)N1CCN(CC1)C(C)C)F 6-(2-amino-6-fluoro-5-(4-(4-isopropylpiperazin-1-yl)phenyl)pyridin-3-yl)-8-fluoroisoquinolin-1(2H)-one